ClC1=NC=C(C(=C1)C1=C(C=NC(=C1)C)C(=O)NC=1SC(=NN1)OC1CCC(CC1)C(C)(C)O)OC 2'-chloro-N-(5-(((1r,4r)-4-(2-hydroxypropan-2-yl)cyclohexyl)oxy)-1,3,4-thiadiazol-2-yl)-5'-methoxy-6-methyl-(4,4'-bipyridine)-3-carboxamide